C(CCC)C1(N(S(C2=C(N(C1)C1=CC=CC=C1)C=C(C(=C2)C(=O)OC)SC)(=O)=O)CC2=CC=C(C=C2)OC)CCCC methyl 3,3-dibutyl-2-(4-methoxybenzyl)-7-(methylthio)-5-phenyl-2,3,4,5-tetrahydro-1,2,5-benzothiadiazepine-8-carboxylate 1,1-dioxide